3-(6-(6-(2-fluorophenoxy)pyridin-3-yl)quinazolin-8-yl)pyrrolidin FC1=C(OC2=CC=C(C=N2)C=2C=C3C=NC=NC3=C(C2)C2CNCC2)C=CC=C1